[N+](=O)([O-])C=1C=CC(=C(NC2=CC=C(C=C2)C(F)(F)F)C1)C1=NC=CC=C1 5-nitro-2-(pyridin-2-yl)-N-(4-(trifluoromethyl)phenyl)aniline